FC(OC1=CC=C(C=N1)N1CC=2C(=NC=CC2C1=O)C1=C(OCC(=O)N(C)C)C=C(C=C1)F)F 2-(2-{2-[6-(difluoromethoxy)pyridin-3-yl]-1-oxo-2,3-dihydro-1H-pyrrolo[3,4-c]pyridin-4-yl}-5-fluorophenoxy)-N,N-dimethylacetamide